[Si].[B].[W] tungsten-boron silicon